CS(=O)(=O)C1=C(C=CC=C1)C1=NN=NN1 methanesulfonyl-phenyl-tetrazole